2-methoxy[1,1'-biphenyl]-4-amine COC1=C(C=CC(=C1)N)C1=CC=CC=C1